(Z)-2-((3-(5-chloropyridin-3-yl)-5-phenylpyrazin-2-yl)amino)-3-(furan-2-yl)acrylic acid ClC=1C=C(C=NC1)C=1C(=NC=C(N1)C1=CC=CC=C1)N\C(\C(=O)O)=C/C=1OC=CC1